C1(=CC=C(C=C1)S(=O)(=O)N1CCNCC1)C 1-((4-tolyl)sulfonyl)piperazine